FCCNCC1=CC=C(C=C1)C1=CC(=CC=C1)S(=O)(=O)N1CCC2(CC(CO2)NC[C@@H](COC=2C=C(C=CC2)S(=O)(=O)NC)O)CC1 3-((2S)-3-(8-(4'-((2-fluoroethylamino)methyl)biphenyl-3-ylsulfonyl)-1-oxa-8-azaspiro[4.5]decan-3-ylamino)-2-hydroxypropoxy)-N-methylbenzenesulfonamide